C1C2(CCC=3C(=CC=CC13)N)CCCC2 3',4'-dihydro-1'H-spiro[cyclopentane-1,2'-naphthalene]-5'-amine